C(C)(C)(C)N1CCN(CC1)C1=CC(=CC=C1)S(=O)(=O)C1=CN(C2=CC=C(C=C12)Br)C tert-butyl-4-(3-((5-bromo-1-methyl-1H-indol-3-yl)sulfonyl)phenyl)piperazine